C(C)(C)OC(CCCCCCCCCCCCC)=O iso-Propylmyristat